S(C1=C([O-])C=CC(=C1)C(C)(C)CC(C)(C)C)C1=C([O-])C=CC(=C1)C(C)(C)CC(C)(C)C 2,2'-thiobis(4-t-octylphenoxide)